3,3,5-trimethyl-cyclohexanol acrylate C(C=C)(=O)OC1CC(CC(C1)C)(C)C